ClC=1N(C(N(C1C1=CC=C(C=C1)Cl)C[C@@H](C(F)(F)F)O)=O)CC1=NN(C(=N1)[C@H](C)O)C1=CC(=C(C=C1)Cl)F 4-chloro-3-((1-(4-chloro-3-fluorophenyl)-5-((S)-1-hydroxyethyl)-1H-1,2,4-triazol-3-yl)methyl)-5-(4-chlorophenyl)-1-((S)-3,3,3-trifluoro-2-hydroxypropyl)-1,3-dihydro-2H-imidazol-2-one